ON(O)CCC([Si](OC)(OC)OC)CC N,N-dihydroxyethyl-3-(trimethoxysilyl)propylamine